3-(4-((5-chloro-4-((2,2-dimethyltetrahydro-2H-pyran-4-yl)methoxy)pyrimidin-2-yl)amino)-3-methyl-1H-pyrazol-1-yl)cyclobutane-1-carbonitrile ClC=1C(=NC(=NC1)NC=1C(=NN(C1)C1CC(C1)C#N)C)OCC1CC(OCC1)(C)C